campest-5-en CC(C)[C@H](C)CC[C@@H](C)[C@H]1CC[C@H]2[C@@H]3CC=C4CCCC[C@]4(C)[C@H]3CC[C@]12C